N-[2-[(3aR,6aS)-2-(5-bicyclo[2.2.1]hept-2-enylmethyl)-3,3a,4,5,6,6a-hexahydro-1H-cyclopenta[c]pyrrol-5-yl]ethyl]-6-(2,4-dimethylpyrazol-3-yl)pyridazin-3-amine C12C=CC(C(C1)CN1C[C@@H]3[C@H](C1)CC(C3)CCNC=3N=NC(=CC3)C=3N(N=CC3C)C)C2